1,4-bis(t-butylperoxyisopropyl)benzene C(C)(C)(C)OOC(C)(C)C1=CC=C(C=C1)C(C)(C)OOC(C)(C)C